N-methylindoline-2,3-dione CN1C(C(C2=CC=CC=C12)=O)=O